FC=1C(=NC=CC1)CC1=NN2C(=NC(=C(C2=N1)C=1C=CC=2N(C1)C=CN2)N2N=CC=N2)N 2-[(3-Fluoropyridin-2-yl)methyl]-8-[imidazo[1,2-a]pyridin-6-yl]-7-(2H-1,2,3-triazol-2-yl)-[1,2,4]triazolo[1,5-c]pyrimidin-5-amine